(9aR)-2-(5-Fluoro-2-((1-(methylsulfonyl)piperidin-4-yl)amino)pyrimidin-4-yl)-9a-methyl-7,8,9,9a-tetrahydrothieno[2,3-a]indolizin-4(6H)-one FC=1C(=NC(=NC1)NC1CCN(CC1)S(=O)(=O)C)C1=CC2=C([C@]3(CCCCN3C2=O)C)S1